COC1=C(C=C(C=C1)C1=NNC2=NC=C(C=C21)C2=CC=C(C=C2)N2CCN(CC2)C)C(F)(F)F 3-(4-methoxy-3-(trifluoromethyl)phenyl)-5-(4-(4-methylpiperazin-1-yl)phenyl)-1H-pyrazolo[3,4-b]pyridine